(3-(2'-(aminomethyl)-[1,1'-biphenyl]-4-yl)ureido)thiophene-3-carboxamide NCC1=C(C=CC=C1)C1=CC=C(C=C1)NC(NC=1SC=CC1C(=O)N)=O